(R)-4-((R)-3-Aminopyrrolidin-1-yl)-7-isopropyl-7,8-dihydro-6H-pyrimido[5,4-b][1,4]oxazin-2-amine dihydrochloride salt Cl.Cl.N[C@H]1CN(CC1)C1=NC(=NC2=C1OC[C@H](N2)C(C)C)N